C(CC=C)N(C1=C(C=C(C(=N1)C(=O)O)NC(=O)OC(C)(C)C)S(=O)(=O)C)C 6-[but-3-enyl-(methyl)amino]-3-(tert-butoxycarbonylamino)-5-methanesulfonyl-pyridine-2-carboxylic acid